N-[(3R)-1-cyclobutylpiperidin-3-yl]-1-[2-(difluoromethoxy)-4-(trifluoromethyl)phenyl]pyrido[3,4-d]pyridazin-4-amine C1(CCC1)N1C[C@@H](CCC1)NC=1N=NC(=C2C1C=NC=C2)C2=C(C=C(C=C2)C(F)(F)F)OC(F)F